F/C(=C/C(=O)NC1=CC=CC=C1)/C1=CC=CC=C1 (E)-3-fluoro-N,3-diphenylacrylamide